methyl ((2R,3S)-3-(benzoyloxy)-5-methoxytetrahydrofuran-2-yl-5-d)methylbenzoate C(C1=CC=CC=C1)(=O)O[C@@H]1[C@H](OC(C1)([2H])OC)CC1=C(C(=O)OC)C=CC=C1